COC(C1=CN=CC=C1C(=C)OCC)=O 4-(1-ethoxyvinyl)nicotinic acid methyl ester